FC(C)(C)C1=CC(=NC=C1)C(=O)NC1=CC(=C(C=C1)C)C1=CC2=C(N=C(N=C2)NC=2C=NN(C2)C)N2C1=NCC2 4-(2-fluoroprop-2-yl)-N-(4-methyl-3-(2-((1-methyl-1H-pyrazol-4-yl)amino)-8,9-dihydroimidazo[1',2':1,6]pyrido[2,3-d]pyrimidin-6-yl)phenyl)picolinamide